(R)-6-(4-chloropyridin-2-yl)-2-methyl-6-oxohexanoic acid ClC1=CC(=NC=C1)C(CCC[C@H](C(=O)O)C)=O